ClC1=CC2=C(S1)C1(CC(NC(C1)C=1N=NN(C1)C)CC)OCC2 2-chloro-2'-ethyl-6'-(1-methyltriazol-4-yl)spiro[4,5-dihydrothieno[2,3-c]pyran-7,4'-piperidine]